tert-butyl-(3S)-3-(4-amino-7-(1-hydroxypropyl)-3-(pyrazolo[1,5-a]pyridin-6-ylethynyl)-1H-pyrazolo[4,3-c]pyridin-1-yl)pyrrolidine-1-carboxylate C(C)(C)(C)OC(=O)N1C[C@H](CC1)N1N=C(C=2C(=NC=C(C21)C(CC)O)N)C#CC=2C=CC=1N(C2)N=CC1